tris(2-methyl-1-propyl)aluminum CC(C[Al](CC(C)C)CC(C)C)C